di-t-butylsilylbis(trifluoromethanesulfonate) CC(C)(C)[Si](C(C)(C)C)(OS(=O)(=O)C(F)(F)F)OS(=O)(=O)C(F)(F)F